3,6-dichloro-pyrazine-2-carbonitrile ClC=1C(=NC(=CN1)Cl)C#N